3-((2-azaspiro[3.3]heptan-2-yl)sulfonyl)-5'-methyl-4-pentyl-2'-(prop-1-en-2-yl)-[1,1'-biphenyl]-2,6-diol C1N(CC12CCC2)S(=O)(=O)C2=C(C(=C(C=C2CCCCC)O)C2=C(C=CC(=C2)C)C(=C)C)O